(R)-(+)-ethyl [4-(3-cyclopentyloxy-4-methoxyphenyl)pyrrolidin-2-ylidene]acetate C1(CCCC1)OC=1C=C(C=CC1OC)[C@H]1CC(NC1)=CC(=O)OCC